N[C@](C(=O)[O-])(CC(C)(C)C)C1=C(C=C(C=C1)C1=NN(C=N1)C1CC1)F (R)-2-amino-2-(4-(1-cyclopropyl-1H-1,2,4-triazol-3-yl)-2-fluorophenyl)-4,4-dimethylpentanoate